Methyl 5-((6-(2,6-dimethylphenyl)-8-(3-hydroxypropyl)-7-oxo-5,6,7,8-tetrahydropyrimido[4,5-d]pyrimidin-2-yl)amino)-2-(4-methylpiperazin-1-yl)benzoate CC1=C(C(=CC=C1)C)N1C(N(C2=C(C1)C=NC(=N2)NC=2C=CC(=C(C(=O)OC)C2)N2CCN(CC2)C)CCCO)=O